O[C@H](CN1C(C2=CC=C(C=C2C(C1)(C)C)C(=O)N1CCC2(CCN2C)CC1)=O)[C@H]1NCC2=CC=CC=C2C1 ((R)-2-hydroxy-2-((S)-1,2,3,4-tetrahydroisoquinolin-3-yl)ethyl)-4,4-dimethyl-6-(1-methyl-1,7-diazaspiro[3.5]nonane-7-carbonyl)-3,4-dihydroisoquinolin-1(2H)-one